ClC=1C=CC2=C([C@@H](C[C@H](O2)C(=O)NC23CC(C2)(C3)C3=NOC(C3)[C@@H]3C[C@@H](C3)OC(F)(F)F)O)C1 (2S,4R)-6-chloro-4-hydroxy-N-(3-{5-[cis-3-(trifluoromethoxy)cyclobutyl]-4,5-dihydro-1,2-oxazol-3-yl}bicyclo[1.1.1]pentan-1-yl)-3,4-dihydro-2H-1-benzopyran-2-carboxamide